4-[3-[2,6-Dichloro-4-[3-(trifluoromethoxy)azetidin-1-yl]benzoyl]-2,4-dihydro-1,3-benzoxazin-8-yl]-5-fluoro-2-(3-oxa-8-azabicyclo[3.2.1]octan-8-yl)benzoic acid ClC1=C(C(=O)N2COC3=C(C2)C=CC=C3C3=CC(=C(C(=O)O)C=C3F)N3C2COCC3CC2)C(=CC(=C1)N1CC(C1)OC(F)(F)F)Cl